BrC1=NN(C2=C1C=NC(=C2)Cl)C2=NC(=NC(=C2)CC)C(C)(F)F bromo-6-chloro-1-(2-(1,1-difluoroethyl)-6-ethylpyrimidin-4-yl)-1H-pyrazolo[4,3-c]pyridine